CC(N)(C)C(=O)O (α-methyl)alanine